tetrahydro-6,6,9-trimethyl-3-pentyl-6H-dibenzo[b,d]pyran-1-ol CCCCCC1=CC(=C2[C@@H]3C=C(CC[C@H]3C(OC2=C1)(C)C)C)O